[Si](C)(C)(C(C)(C)C)OCC1CCN(CC1)C1=CC=C(C=N1)NC(=O)N1[C@@H](CN([C@H](C1)C)C1=CC(=C(C=C1)C#N)Cl)C (2R,5S)-N-(6-(4-(((tert-butyldimethylsilyl)oxy)methyl)piperidin-1-yl)pyridin-3-yl)-4-(3-chloro-4-cyanophenyl)-2,5-dimethylpiperazine-1-carboxamide